C(CCCCCCC)/C(/C(=O)[O-])=C/C(=O)[O-].C(CCCCCCC)/C(/C(=O)[O-])=C/C(=O)[O-].C(CCCCCCC)[Sn+4]CCCCCCCC dioctyltin bis(octylmaleate)